C(C)(=O)C1=NN(C2=C(N=C(C=C21)C=2C=NC(=NC2)C)C)CC(=O)N2[C@@H]1C[C@]1(C[C@H]2C(=O)NC2=NC(=CC(=C2)C)Br)C |&1:26| (1R,3S,SR)-2-(2-(3-Acetyl-7-methyl-5-(2-methylpyrimidin-5-yl)-1H-pyrazolo[3,4-c]pyridin-1-yl)acetyl)-N-(6-bromo-4-methylpyridin-2-yl)-5-methyl-2-aza-bicyclo[3.1.0]hexane-3-carboxamide